3-(triisopropylsilyl)ethynyl-4-hydroxymethyl-benzenesulfonamide C(C)(C)[Si](C(C)C)(C(C)C)C#CC=1C=C(C=CC1CO)S(=O)(=O)N